5-bromo-2-fluoro-N,N-bis(4-methoxybenzyl)-4-(trifluoromethyl)aniline manganese (II) bis-L-lactate C([C@@H](O)C)(=O)[O-].C([C@@H](O)C)(=O)[O-].[Mn+2].BrC=1C(=CC(=C(N(CC2=CC=C(C=C2)OC)CC2=CC=C(C=C2)OC)C1)F)C(F)(F)F